di-tert-butyl (((S)-6-((R)-2-(2-(bis(2-(tert-butoxy)-2-oxoethyl)amino)acetamido)-3-phenylpropanamido)-1-(tert-butoxy)-1-oxoheptan-2-yl)carbamoyl)-L-glutamate C(C)(C)(C)OC(CN(CC(=O)N[C@@H](C(=O)NC(CCC[C@@H](C(=O)OC(C)(C)C)NC(=O)N[C@@H](CCC(=O)OC(C)(C)C)C(=O)OC(C)(C)C)C)CC1=CC=CC=C1)CC(OC(C)(C)C)=O)=O